NC1=C(SC2=NC(=C(C=C21)F)C)C(=O)NC2CC=1C=CC(=NC1CC2)N2CC(C(C2)OC)(C)N 3-amino-N-[2-(3-amino-4-methoxy-3-methylpyrrolidin-1-yl)-5,6,7,8-tetrahydroquinolin-6-yl]-5-fluoro-6-methylthieno[2,3-b]pyridine-2-carboxamide